ClC1=C(C(=C(C=C1OC)OC)Cl)C1CCC=2C(=NNC2C1)C1=C(C=CC=C1)NC(C=C)=O N-(2-(6-(2,6-dichloro-3,5-dimethoxyphenyl)-4,5,6,7-tetrahydro-1H-indazol-3-yl)phenyl)acrylamide